C1C(CCC2CCC3C4=CC=C5CCCC=C5C4CCC3C21)C(=O)O 1,2,3,4,4a,5,6,6a,9,10,11,12b,13,14,14a,14b-hexadecahydropicene-2-carboxylic acid